N-[5-[4-(cyclopropylmethoxy)phenyl]-4-fluoro-2-[rac-(3R,5S)-3,4,5-trimethylpiperazin-1-yl]phenyl]-1-methyl-6-oxo-4-(trifluoromethyl)pyridine-3-carboxamide C1(CC1)COC1=CC=C(C=C1)C=1C(=CC(=C(C1)NC(=O)C1=CN(C(C=C1C(F)(F)F)=O)C)N1C[C@H](N([C@H](C1)C)C)C)F |r|